C(C)(=O)OI(OC(C)=O)C1=CC=CC=C1 1-[(acetoxyphenyl-λ3-iodanyl)oxy]ethan-1-one